CSCCCOC1=NC=CC(=C1)C(F)(F)F (3-Methylsulfanyl-propoxy)-4-trifluoromethyl-pyridine